ClC1=C(C=CC=C1)N1N=C(C=C1C1=CC(=CC=C1)OC)COC(C(=O)O)(C)C 2-[[1-(2-chlorophenyl)-5-(3-methoxyphenyl)-1H-pyrazol-3-yl]methoxy]-2-methylpropanoic acid